4-bromo-N-(4-(tert-butyl)phenyl)-N-phenylaniline BrC1=CC=C(N(C2=CC=CC=C2)C2=CC=C(C=C2)C(C)(C)C)C=C1